(E)-N-(2,3-Dihydro-1H-inden-1-yl)-3-(1H-pyrazolo[3,4-b]pyridin-6-yl)acrylamid C1(CCC2=CC=CC=C12)NC(\C=C\C1=CC=C2C(=N1)NN=C2)=O